2-(2-benzofuranyl)-5-tert-butylbenzoxazole O1C(=CC2=C1C=CC=C2)C=2OC1=C(N2)C=C(C=C1)C(C)(C)C